5-chloro-1H-indole-3-carboxylic acid ClC=1C=C2C(=CNC2=CC1)C(=O)O